{2-fluoro-3-[2-(piperidin-4-yl)-5-(pyrimidin-4-yl)-1,3-thiazol-4-yl]phenyl}propane-1-sulfonamide hydrochloride salt Cl.FC1=C(C=CC=C1C=1N=C(SC1C1=NC=NC=C1)C1CCNCC1)C(CC)S(=O)(=O)N